OCC1(CC1)CC(=O)N (1-(hydroxymethyl)cycloPropyl)acetamide